CCCC(CCOC(=O)C)S The molecule is an acetate ester obtained by formal O-acetylation of 3-mercaptohexanol. It has a role as a Saccharomyces cerevisiae metabolite. It is an acetate ester and an alkanethiol. It derives from a 3-mercaptohexanol.